C(C)(C)(C)[C@@]1(N(CCN(C1)C1=C(C(=C(C=C1Br)N)C#N)F)C(=O)O)CO.OC(CC(=O)OCC(OOC(C)=O)COOC(C)=O)CCCCC(CCCCCCCCCCCCC)O 1-(3,8-dihydroxyheneicosanoyl)2,3-diacetoxyglycerol tert-butyl-(S)-4-(4-amino-6-bromo-3-cyano-2-fluorophenyl)-2-(hydroxymethyl)piperazine-1-carboxylate